FC1=C(C=CC(=C1)F)N1N=NC(=C1C)[C@H](CC)N1C=C(C2=C1N=CN=C2N)C=2C=NC(=NC2)C(F)(F)F 7-{(1S)-1-[1-(2,4-difluorophenyl)-5-methyl-1H-1,2,3-triazol-4-yl]propyl}-5-[2-(trifluoromethyl)pyrimidin-5-yl]-7H-pyrrolo[2,3-d]pyrimidin-4-amine